methyl-L-glutamic acid CN[C@@H](CCC(=O)O)C(=O)O